7-fluoro-2,3-dimethylbenzo[d]thiazol-3-ium iodide [I-].FC1=CC=CC=2[N+](=C(SC21)C)C